tert-butyl 3-((4-(4-(difluoromethoxy)-3-(1-methyl-4-(pyrazolo[1,5-a]pyrimidine-3-carboxamido)-1H-pyrazol-3-yl)phenoxy)-1H-pyrazol-1-yl)methyl)-3-hydroxyazetidine-1-carboxylate FC(OC1=C(C=C(OC=2C=NN(C2)CC2(CN(C2)C(=O)OC(C)(C)C)O)C=C1)C1=NN(C=C1NC(=O)C=1C=NN2C1N=CC=C2)C)F